4,7-dibromo-5,6-dinitrobenzo[c]benzene BrC1=CC=CC2=CC(=C(C(=C21)[N+](=O)[O-])[N+](=O)[O-])Br